5-(5-cyclopropylpyrazin-2-yl)-2-methylbenzofuran-3-carboxylic acid C1(CC1)C=1N=CC(=NC1)C=1C=CC2=C(C(=C(O2)C)C(=O)O)C1